tert-butyl (1-hydroxy-3-mercaptopropan-2-yl)carbamate OCC(CS)NC(OC(C)(C)C)=O